acetoxy-6-methylenepregn-4-ene-3,20-dione acetate C(C)(=O)O.C(C)(=O)OCC([C@H]1CC[C@H]2[C@@H]3CC(C4=CC(CC[C@]4(C)[C@H]3CC[C@]12C)=O)=C)=O